ClC=1C=C2C=CN(C2=C(C1)C1=C2C(=NC=C1)C=C(S2)CN2C(N(C=CC2=O)CC)=O)CC2(CCNCC2)C#N 4-((5-chloro-7-(2-((3-ethyl-2,6-dioxo-3,6-dihydropyrimidin-1(2H)-yl)methyl)thieno[3,2-b]pyridin-7-yl)-1H-indol-1-yl)methyl)piperidine-4-carbonitrile